CN1C(=NC2=C(C=C(C=C2C1=O)C)C(C)NC1=C(C(=O)O)C=CC=C1)N1CCC(CC1)C 2-[1-[3,6-dimethyl-2-(4-methyl-1-piperidyl)-4-oxo-quinazolin-8-yl]ethylamino]benzoic acid